5-methyl-[1,2,4]triazolo[1,5-a]pyrazin CC1=CN=CC=2N1N=CN2